N-(5-(4-(4-propenoylpiperazin-1-yl)quinazolin-6-yl)-2-methoxypyridin-3-yl)-2,4-difluorobenzenesulfonamide C(C=C)(=O)N1CCN(CC1)C1=NC=NC2=CC=C(C=C12)C=1C=C(C(=NC1)OC)NS(=O)(=O)C1=C(C=C(C=C1)F)F